COC(=O)C=1C=CC2=CN(N=C2C1)CC1=CC=C(C=C1)C 2-(4-Methylbenzyl)-2H-indazole-6-carboxylic acid methyl ester